Cl.Cl.C1NCC2=CC(=CC=C12)N1N=C(C=2C=NC=3C=CC=CC3C21)C2=CC(=C(C=C2)OC)OC 1-(2,3-dihydro-1H-isoindol-5-yl)-3-(3,4-dimethoxyphenyl)-1H-pyrazolo[4,3-c]quinoline dihydrochloride